((3-(3-cyano-4-((2-methyl-1H-imidazol-1-yl)methyl)phenyl)-5-isobutylthiophene-2-yl)sulfonyl)carbamic acid methyl ester COC(NS(=O)(=O)C=1SC(=CC1C1=CC(=C(C=C1)CN1C(=NC=C1)C)C#N)CC(C)C)=O